5-bromo-1-(2,6-difluorobenzyl)-4-(2-((1,1-difluoropropan-2-yl)amino)ethyl)-1H-pyrazole-3-carboxylic acid BrC1=C(C(=NN1CC1=C(C=CC=C1F)F)C(=O)O)CCNC(C(F)F)C